(2R,5S)-5-((4-((2-(azepan-1-yl)-5-oxo-5,6-dihydropyrimido[4,5-d]pyridazin-4-yl)amino)phenoxy)methyl)-1,4-dioxane-2-carboxylic acid N1(CCCCCC1)C=1N=C(C2=C(C=NNC2=O)N1)NC1=CC=C(OC[C@H]2OC[C@@H](OC2)C(=O)O)C=C1